rac-2-(6-{[(3R,4S)-3-fluoro-2,2,6,6-tetramethylpiperidin-4-yl]oxy}pyridazin-3-yl)-5-(4-methyl-1H-imidazol-1-yl)pyridin-3-ol F[C@@H]1C(NC(C[C@@H]1OC1=CC=C(N=N1)C1=NC=C(C=C1O)N1C=NC(=C1)C)(C)C)(C)C |r|